benzyl (1S,4S,5R)-5-[[5-cyclopropyl-3-(2,6-dichlorophenyl)-1,2-oxazol-4-yl] methoxy]-2-azabicyclo[2.2.1]heptane-2-carboxylate C1(CC1)C1=C(C(=NO1)C1=C(C=CC=C1Cl)Cl)CO[C@H]1[C@@H]2CN([C@H](C1)C2)C(=O)OCC2=CC=CC=C2